1-(((2-methoxyethyl)imino)(phenyl)methyl)cyclopentan-1-ol ethyl-(S)-2-(oxetan-3-ylidene)-5-oxotetrahydro-1H-pyrrolizine-7a(5H)-carboxylate C(C)[C@H]1C(CN2C(CCC12C(=O)OC1(CCCC1)C(C1=CC=CC=C1)=NCCOC)=O)=C1COC1